C(C1=CC=CC=C1)OC(=O)NC[C@@H](C(=O)O)NC([C@@H](NC([C@H](CC(C)C)NC)=O)C1CCCCC1)=O (S)-3-(((benzyloxy)carbonyl)amino)-2-((S)-2-cyclohexyl-2-((S)-4-methyl-2-(methylamino)pentanamido)acetamido)propanoic acid